(R)-5-fluoro-2-methyl-1-((S)-5-(pyridin-2-yl)-2,3-dihydro-1H-indene-2-carbonyl)indoline-6-sulfonamide FC=1C=C2C[C@H](N(C2=CC1S(=O)(=O)N)C(=O)[C@H]1CC2=CC=C(C=C2C1)C1=NC=CC=C1)C